3-[(4-METHYLPENTYL)OXY]PROPANAL CC(CCCOCCC=O)C